[Li+].C[C-]1C=C(C2=CC=CC=C12)C 1,3-dimethylindenyllithium